N-(3'-(difluoromethoxy)-4,5'-difluoro-[1,1'-biphenyl]-3-yl)-3-(trifluoromethyl)benzenesulfonamide FC(OC=1C=C(C=C(C1)F)C1=CC(=C(C=C1)F)NS(=O)(=O)C1=CC(=CC=C1)C(F)(F)F)F